ethyl (R)-2-((2,4-dimethoxybenzyl) amino)-4-((1-hydroxyhex-2-yl) amino)-1,5-naphthyridine-3-carboxylate COC1=C(CNC2=NC3=CC=CN=C3C(=C2C(=O)OCC)N[C@@H](CO)CCCC)C=CC(=C1)OC